COC1=NC=CC(=C1)C1=NNC2=NC=C(C=C21)C(=O)N[C@H]2CN(C[C@@H]2C2=C(C=CC=C2)C(F)(F)F)C 3-(2-methoxypyridin-4-yl)-N-((3R,4S)-1-methyl-4-(2-(trifluoromethyl)phenyl)pyrrolidin-3-yl)-1H-pyrazolo[3,4-b]pyridine-5-amide